CN1N=CC(=C1C1=CC=2N(C=C1)N=C(C2)NC(=O)C2CC2)CO[C@H]2[C@@H](NC2)C N-[5-[2-methyl-4-[[(2S,3R)-2-methylazetidin-3-yl]oxymethyl]pyrazol-3-yl]pyrazolo[1,5-a]pyridin-2-yl]cyclopropanecarboxamide